(S)-5-ethyl-2-(6-(2-ethyl-5-fluoro-4-hydroxyphenyl)-1H-indazol-3-yl)-4,5,6,7-tetrahydro-3H-imidazo[4,5-c]pyridine-6-carboxylic acid C(C)N1CC2=C(C[C@H]1C(=O)O)N=C(N2)C2=NNC1=CC(=CC=C21)C2=C(C=C(C(=C2)F)O)CC